C1(=CC=CC=C1)C1NC2=CC=C(C=C2CC1)CC(=O)N1CCCC1 2-(2-phenyl-1,2,3,4-tetrahydroquinolin-6-yl)-1-(pyrrolidin-1-yl)ethan-1-one